N-(azetidin-2-ylmethyl)-1-[2-chloro-4-[[5-(2,3-difluoro-4-methoxy-phenyl)-1-methyl-imidazole-2-carbonyl]amino]benzoyl]piperidine-4-carboxamide formate C(=O)O.N1C(CC1)CNC(=O)C1CCN(CC1)C(C1=C(C=C(C=C1)NC(=O)C=1N(C(=CN1)C1=C(C(=C(C=C1)OC)F)F)C)Cl)=O